ClC1=C(C(=CC2=C1N=C(S2)N)OC)F 4-chloro-5-fluoro-6-methoxybenzo[d]thiazol-2-amine